allyl-triazole C(C=C)C=1N=NNC1